O[C@@H](C(=O)O)C(C)C (R)-2-hydroxy-3-methylbutyric acid